2-(2-hydroxyethylamino)ethanol OCCNCCO